1-(4-(5-(3-fluoro-4-((4-methylpyrimidin-2-yl)oxy)phenyl)-4,7-dimethyl-7H-pyrrolo[2,3-d]pyrimidin-6-yl)-3-methylphenyl)-3-methylenepyrrolidin-2-one FC=1C=C(C=CC1OC1=NC=CC(=N1)C)C1=C(N(C=2N=CN=C(C21)C)C)C2=C(C=C(C=C2)N2C(C(CC2)=C)=O)C